ClC1=CC(=C(C(=O)NCCCO)C=C1)NC(=O)NC1=CC(=CC(=C1)F)F 4-chloro-2-[3-(3,5-difluorophenyl)ureido]-N-(3-hydroxy-propyl)benzamid